Cl.FC1=C(C=C(C=C1)F)C1=C(C(=NC=C1)N1C[C@H](CC1)F)NC(CN(C)C)=O (S)-N-(4-(2,5-difluorophenyl)-2-(3-fluoropyrrolidin-1-yl)pyridin-3-yl)-2-(dimethylamino)acetamide hydrochloric acid salt